S1C(=CC=C1)C1=NC2=C(CN=C1)C=CC=C2 thien-2-yl-5H-1,4-benzodiazepine